C(CC)C1=C2C(=CC(=C1)O2)CCC 2,6-dipropyl-1,4-phenyleneether